2-[(3R)-3-methyl-4-[1-(4-piperidyl)-4-piperidyl]-4,8,10,11-tetrazatricyclo[7.4.0.02,7]trideca-1(9),2(7),10,12-tetraen-12-yl]phenol C[C@@H]1C=2C=3C=C(N=NC3NC2CCN1C1CCN(CC1)C1CCNCC1)C1=C(C=CC=C1)O